C(#N)COC=1C=C2C(=NN(C2=CC1)C1=CC=C(C=C1)C(F)(F)F)CNC(OC(C)(C)C)=O tert-butyl ((5-(cyanomethoxy)-1-(4-(trifluoromethyl)phenyl)-1H-indazol-3-yl)methyl)carbamate